2-(3,4-Dimethoxyphenyl)-7-[4-(methylamino)cyclohex-1-en-1-yl]-4H-pyrido[1,2-a]pyrimidin-4-one COC=1C=C(C=CC1OC)C=1N=C2N(C(C1)=O)C=C(C=C2)C2=CCC(CC2)NC